BrC(C)C1=C(C=CC=C1)C(C)Br o-di(1-bromoethyl)benzene